FC1=CC=2N(C=C1)C(=CN2)C=2C=C(C(=NC2)C(=O)NCC(F)(F)F)OC 5-(7-fluoroimidazo[1,2-a]pyridin-3-yl)-3-methoxy-N-(2,2,2-trifluoroethyl)pyridine-2-carboxamide